(S)-5-(2,6-dimethylpyridin-4-yl)-N-methyl-3-(1-phenylethoxy)-1H-pyrrole-2-carboxamide CC1=NC(=CC(=C1)C1=CC(=C(N1)C(=O)NC)O[C@@H](C)C1=CC=CC=C1)C